(R)-6-isopropyl-4-(3-methylmorpholinyl)-2-(1H-pyrazol-3-yl)-8,9-dihydro-1,3,6,9a-tetraazabenzo[cd]azulen-7(6H)-one C(C)(C)N1C=2C3=C(C(=NN3CCC1=O)C1=NNC=C1)N=C(C2)N2[C@@H](COCC2)C